trans-N1-(2-(4-(2-fluorophenyl)piperazin-1-yl)cyclohexyl)-N4,N4-dimethylbenzene-1,4-disulfonamide FC1=C(C=CC=C1)N1CCN(CC1)[C@H]1[C@@H](CCCC1)NS(=O)(=O)C1=CC=C(C=C1)S(=O)(=O)N(C)C